3-[1-(4-bromo-2,6-difluoro-phenyl)pyrazol-4-yl]Propionic acid ethyl ester C(C)OC(CCC=1C=NN(C1)C1=C(C=C(C=C1F)Br)F)=O